CC1C(=C(C=2C(CCCC12)[Ti](OC)(OC)OC)C)C 1,2,3-trimethyl-4,5,6,7-tetrahydroindenyl-trimethoxytitanium